BrC=1C(=C(OCCCC2(CCN(CC2)CC(=O)OCC)O)C=CC1)C ethyl 2-(4-(3-(3-bromo-2-methylphenoxy)propyl)-4-hydroxypiperidin-1-yl)acetate